2-{2-[2-(3-amino-propionyl)-1,2,3,4-tetrahydro-isoquinolin-7-ylamino]-5-bromo-pyrimidin-4-ylamino}-N-methyl-benzamide NCCC(=O)N1CC2=CC(=CC=C2CC1)NC1=NC=C(C(=N1)NC1=C(C(=O)NC)C=CC=C1)Br